CN(NC)CC=1N(C2=CC=CC=C2C1)CC(N(C(CCOCCOCCNC(CNCCNC(CC)=O)=O)=O)C)C (2-((1,2-Dimethylhydrazino)methyl)-1H-indol-1-yl)-2,3-dimethyl-4,14,20-trioxo-7,10-dioxa-3,13,16,19-tetraazadocosane